BrC1=C(C(=CC=2N(C(OCC21)=O)CC(F)F)Br)C(=O)C2=C(C=CC(=C2)F)Cl 5,7-dibromo-6-[(2-chloro-5-fluorophenyl)carbonyl]-1-(2,2-difluoroethyl)-2,4-dihydro-1H-benzo[d][1,3]oxazin-2-one